4-[(3R)-2,6-dioxo-3-piperidyl]-2,3-dihydro-1,4-benzoxazin O=C1NC(CC[C@H]1N1CCOC2=C1C=CC=C2)=O